CC1=CC=C(C=C1)S(=O)(=O)[O-].CNC1=CC=C(C=2C(C3=CC=CC=C3C(C12)=O)=O)NCCC[N+](CCC)(C)C 3-{[9,10-dihydro-4-(methylamino)-9,10-dioxo-1-anthracenyl]amino}-N,N-dimethyl-N-propyl-1-propanaminium p-toluenesulfonate